5-[(3R,5S)-3,5-dimethylpiperazin-1-yl]-N-(7-fluoro-2-methyl-indazol-5-yl)-2-[(2-methylpyrazol-3-yl)methoxy]quinazoline-8-carboxamide C[C@@H]1CN(C[C@@H](N1)C)C1=C2C=NC(=NC2=C(C=C1)C(=O)NC1=CC2=CN(N=C2C(=C1)F)C)OCC=1N(N=CC1)C